N[C@@H]1[C@@H](N(CC12CC2)C(=O)OC(C)(C)C)CC2=C(C(=CC=C2)C2=CC(=CC(=C2)F)F)F tert-butyl (6S,7S)-7-amino-6-[[3-(3,5-difluorophenyl)-2-fluoro-phenyl]methyl]-5-azaspiro[2.4]heptane-5-carboxylate